tris[4-(trifluoromethyl)phenyl]fluorogallate FC(C1=CC=C(C=C1)OC=1C(=C(C(=C(C(=O)[O-])C1)F)OC1=CC=C(C=C1)C(F)(F)F)OC1=CC=C(C=C1)C(F)(F)F)(F)F